ClC1=CC=C(C(=N1)NC(OC(C)(C)C)=O)CNC1=CC2=CN(N=C2C=C1)C tert-butyl (6-chloro-3-(((2-methyl-2H-indazol-5-yl)amino)methyl)pyridin-2-yl)carbamate